CN(C=1C=C2CN(C(C2=C(C1)C)=O)C1C(NC(CC1)=O)=O)C 3-(5-(dimethylamino)-7-methyl-1-oxoisoindolin-2-yl)piperidine-2,6-dione